i-decyl methacrylate C(C(=C)C)(=O)OCCCCCCCC(C)C